C(C)(=O)C1=NN(C2=CC=C(C=C12)C=1C=NC(=NC1)C)CC(=O)N1[C@@H]2C[C@@]2(C[C@H]1C(=O)NC1=NC(=CC(=C1)CCC(C)C)Br)C (1R,3S,5R)-2-(2-(3-acetyl-5-(2-methylpyrimidin-5-yl)-1H-indazol-1-yl)acetyl)-N-(6-bromo-4-isopentylpyridin-2-yl)-5-methyl-2-azabicyclo[3.1.0]hexane-3-carboxamide